N1N=CC=2C1=NC(=NC2)NC2=CC=C(C=C2)S(=O)(=O)CCO 2-((4-((1H-pyrazolo[3,4-d]pyrimidin-6-yl)amino)phenyl)sulfonyl)ethan-1-ol